CC1(O[C@H]2[C@@H](O1)C(C[C@@H]2C2C(CN(CC2)C(=O)OCCCC)C)=O)C butyl 4-[(3aR,4R,6aR)-2,2-dimethyl-6-oxo-tetrahydrocyclopenta[d][1,3]dioxol-4-yl]-3-methylpiperidine-1-carboxylate